3-((6-chloro-2-cyclopropyl-1-(1-(6-(3-(3',6'-dihydroxy-3-oxo-3H-spiro[isobenzofuran-1,9'-xanthen]-5-yl)ureido)hexyl)-1H-pyrazol-4-yl)-7-fluoro-1H-indol-3-yl)thio)-2-fluorobenzoic acid ClC1=CC=C2C(=C(N(C2=C1F)C=1C=NN(C1)CCCCCCNC(=O)NC=1C=C2C(OC3(C4=CC=C(C=C4OC=4C=C(C=CC34)O)O)C2=CC1)=O)C1CC1)SC=1C(=C(C(=O)O)C=CC1)F